3,5-dinitro-2-methylbenzoyl chloride [N+](=O)([O-])C=1C(=C(C(=O)Cl)C=C(C1)[N+](=O)[O-])C